1-(2,6-difluorobenzyl)-5-((dimethylamino)methyl)-6-(4-nitrophenyl)-3-(6-(oxetan-3-yloxy)pyridin-3-yl)thieno[2,3-d]pyrimidine-2,4(1H,3H)-dione FC1=C(CN2C(N(C(C3=C2SC(=C3CN(C)C)C3=CC=C(C=C3)[N+](=O)[O-])=O)C=3C=NC(=CC3)OC3COC3)=O)C(=CC=C1)F